[PH2](=O)[O-].[Na+].N1[C@@H](CSC1)C(=O)O L-thioproline sodium hypophosphite